C(C)C1=CC=C(C(=C1)OC)O 5-ethylguaiacol